COC(=O)C1=C(C=CC=2NC(=NC21)C)OCC(=O)O 2-{[4-(methoxycarbonyl)-2-methyl-1H-1,3-benzodiazol-5-yl]oxy}acetic acid